C(C1=CC=CC=C1)N(S(=O)(=O)C1=CC=C(C=C1)OC1=CC=CC=C1)C1=CC(=C(C(=O)NS(=O)(=O)C2=CC(=C(C=C2)NCC2CCOCC2)[N+](=O)[O-])C=C1)O 4-(N-benzyl-4-phenoxyphenylsulfonamido)-2-hydroxy-N-((3-nitro-4-(((tetrahydro-2H-pyran-4-yl)methyl)amino)phenyl)sulfonyl)benzamide